(1R,4R,5S)-5-(7-bromo-8-(2-cyanoethyl)-6-fluoro-4-(methylsulfanyl)-2-((R)-pyrrolidin-2-yl)-1H-pyrrolo[3,2-c]quinolin-1-yl)-2-azabicyclo[2.1.1]hexane-2-carboxylic acid tert-butyl ester C(C)(C)(C)OC(=O)N1[C@H]2[C@H]([C@@H](C1)C2)N2C(=CC=1C(=NC=3C(=C(C(=CC3C12)CCC#N)Br)F)SC)[C@@H]1NCCC1